6-(difluoromethyl)-8-phenyl-N-(5-piperazin-1-ylpyridin-2-yl)pyrido[3,4-d]pyrimidin-2-amine FC(C1=CC2=C(N=C(N=C2)NC2=NC=C(C=C2)N2CCNCC2)C(=N1)C1=CC=CC=C1)F